O=C1CCN(CCC2N1C(CC2)C(=O)N)C(=O)N 6-oxooctahydropyrrolo[1,2-a][1,5]diazocine-3,8(4H)-dicarboxamide